5-[Methyl(quinolin-6-ylmethyl)amino]-2-(pyridin-2-yl)-4,5,6,7-tetrahydro-2H-indazol-3-ol CN(C1CC2=C(N(N=C2CC1)C1=NC=CC=C1)O)CC=1C=C2C=CC=NC2=CC1